2-propyl-2-butyldecanoat C(CC)C(C(=O)[O-])(CCCCCCCC)CCCC